FC1=CC=CC=2C(=N[C@@H](C(NC21)=O)NC(=O)C2=C(N=C1N2N=C(C=C1)C)C=1C=NC=C(C1)F)C1=CC=CC=C1 N-[(3S)-9-fluoro-2-oxo-5-phenyl-1,3-dihydro-1,4-benzo-diazepin-3-yl]-2-(5-fluoropyridin-3-yl)-6-methyl-imidazo[1,2-b]-pyridazine-3-carboxamide